4''-(t-butyl)-2'-iodo-1,1':4',1''-terphenyl C(C)(C)(C)C1=CC=C(C=C1)C1=CC(=C(C=C1)C1=CC=CC=C1)I